COC=1C=C2C(=CC=NC2=CC1OC)N1CCN(CC1)C1(CC1)C[N-]S[NH-] N-((1-(4-(6,7-dimethoxyquinolin-4-yl)piperazin-1-yl)cyclopropyl)methyl)thiodiamide